ClC1=C(C=2N=C(N=C(C2C=N1)N1CC(CCC1)C(=O)OC)OC[C@@]12CCCN2C[C@H](C1)F)F Methyl 1-(7-chloro-8-fluoro-2-(((2S,7aR)-2-fluorotetrahydro-1H-pyrrolizin-7a(5H)-yl)methoxy)pyrido[4,3-d]pyrimidin-4-yl)piperidine-3-carboxylate